N-(4-(5-(2-(3,3-difluoroazetidin-1-yl)-6-methylpyrimidin-4-yl)-1,3,4-thiadiazol-2-yl)-3-(6-azaspiro[2.5]octan-6-yl)phenyl)-2-hydroxyethane-1-sulfonamide FC1(CN(C1)C1=NC(=CC(=N1)C1=NN=C(S1)C1=C(C=C(C=C1)NS(=O)(=O)CCO)N1CCC2(CC2)CC1)C)F